C(CCCCCCCCCCCCCCC)(=O)OC(COC(CCCCCCCC=CCCCCCC)=O)CO 2-O-Hexadecanoyl-1-O-(9-hexadecenoyl)glycerol